N5-(4-(2-benzyl-2H-tetrazol-5-yl)phenethyl)-2-(furan-2-yl)-[1,2,4]triazolo[1,5-a][1,3,5]triazine-5,7-diamine C(C1=CC=CC=C1)N1N=C(N=N1)C1=CC=C(CCNC2=NC=3N(C(=N2)N)N=C(N3)C=3OC=CC3)C=C1